CC1NCCNC1 2-methyl-piperazine